CN1CC(CC1)NCC(O)C1=CC=NC=C1 α-[[(1-Methyl-3-pyrrolidinyl)amino]methyl]-4-pyridinemethanol